6-chloro-2-methyl-3-oxo-2,3-dihydropyridazine-4-carboxaldehyde ClC=1C=C(C(N(N1)C)=O)C=O